C(CCCC)OC(CCC1C(CC(CC1)CCC(=O)OCCCCC)CCC(=O)OCCCCC)=O tri(n-pentyl)-cyclohexane-1,2,4-tripropionate